(R)-1-(5-ethoxy-7-(8-ethyl-7-fluoro-3-(methoxymethoxy)naphthalen-1-yl)-8-fluoro-2-(methylsulfonyl)pyrido[4,3-d]pyrimidin-4-yl)-3-methylpiperidin-3-ol C(C)OC1=NC(=C(C=2N=C(N=C(C21)N2C[C@@](CCC2)(O)C)S(=O)(=O)C)F)C2=CC(=CC1=CC=C(C(=C21)CC)F)OCOC